O-phosphate [O-]P(=O)([O-])[O-]